4-(2-(thieno[2,3-b]pyridin-4-yl)cyclopropyl)benzoic acid S1C=CC=2C1=NC=CC2C2C(C2)C2=CC=C(C(=O)O)C=C2